FC=1C=CC(=C(C1)C1=CC(=NN1C1CC2(CNC2)C1)C)C 6-(5-(5-Fluoro-2-methylphenyl)-3-methyl-1H-pyrazol-1-yl)-2-azaspiro[3.3]heptane